(R)-N-(1-amino-1-oxopropan-2-yl)-5-(4-(trifluoromethyl)phenoxy)-2-naphthamide NC([C@@H](C)NC(=O)C1=CC2=CC=CC(=C2C=C1)OC1=CC=C(C=C1)C(F)(F)F)=O